ClC1=CCNC(=C1)Cl 4,6-dichloro-1H-pyridine